BrC1=CC(=C2C(=N1)C=NN2[C@H](C)CC)Br |r| (±)-5,7-dibromo-1-sec-butyl-pyrazolo[4,3-b]pyridine